[Pd-](Cl)Cl palladium(i) dichloride